(2,6-Dichloropyridin-4-yl)methyl (S)-2-amino-3-cyclopropylpropanoate hydrochloride Cl.N[C@H](C(=O)OCC1=CC(=NC(=C1)Cl)Cl)CC1CC1